(S)-4-(5-(5-fluoro-2-methoxypyridin-4-yl)-1H-pyrazole-3-carbonyl)-N-(((1R,3R)-1-imino-2,2-dimethyl-1-oxidotetrahydro-1H-1λ6-thiophen-3-yl)methyl)-4-azaspiro[2.5]octane-7-carboxamide FC=1C(=CC(=NC1)OC)C1=CC(=NN1)C(=O)N1C2(CC2)C[C@H](CC1)C(=O)NC[C@@H]1C([S@@](CC1)(=O)=N)(C)C